2-(3-(1-((1R,2R,3R,5R)-6,6-difluoro-2-methoxy-1,5-dimethyl-8-azabicyclo[3.2.1]octan-3-yl)vinyl)-1,2,4-triazin-6-yl)-5-(1H-imidazol-1-yl)phenol FC1([C@]2(C[C@@H]([C@H]([C@@](C1)(N2)C)OC)C(=C)C=2N=NC(=CN2)C2=C(C=C(C=C2)N2C=NC=C2)O)C)F